C(C)OCCOCCOC1=CC=C(C=C1)N1C2=CC=C(C=C2C=2C=C(C=CC12)N(C1=CC=C(C=C1)OC)C1=CC=C(C=C1)OC)[N+](=O)[O-] 9-(4-(2-(2-Ethoxyethoxy)ethoxy)phenyl)-N,N-bis(4-methoxyphenyl)-6-nitro-9H-carbazol-3-amine